FC1=CC=C(C=C1)C1=CC(=C(N=N1)C1CN(CC1)C(C=C)=O)C1=NN(C=C1)C 1-(3-(6-(4-fluorophenyl)-4-(1-methyl-1H-pyrazol-3-yl)pyridazin-3-yl)pyrrolidin-1-yl)prop-2-en-1-one